(S,E)-3-(4-chlorophenyl)-N'-((4-chlorophenyl)sulfonyl)-N-(2,2-dimethyl-3-sulfamoylpropyl)-4-phenyl-4,5-dihydro-1H-pyrazole-1-carboximidamide ClC1=CC=C(C=C1)C1=NN(C[C@@H]1C1=CC=CC=C1)/C(/NCC(CS(N)(=O)=O)(C)C)=N/S(=O)(=O)C1=CC=C(C=C1)Cl